(S)-4-(5,5-Difluoro-4-hydroxy-3-(trifluoromethyl)-5,6-dihydrocyclopenta[b]pyrrol-1(4H)-yl)-2-(difluoromethyl)benzonitrile FC1([C@H](C2=C(N(C=C2C(F)(F)F)C2=CC(=C(C#N)C=C2)C(F)F)C1)O)F